OC1=NC=C(C2=C(C=CC=C12)S(=O)(=O)N1CCC2=CC=C(C=C12)C#N)C 1-((1-Hydroxy-4-methylisoquinolin-5-yl)sulfonyl)indoline-6-carbonitrile